2-hydroxy-propane-1,3-diamine OC(CN)CN